4-((3,5-dimethylisoxazol-4-yl)methoxy)-N-(4-(4-methoxyphenyl)thiazol-2-yl)-3-methylbenzamide CC1=NOC(=C1COC1=C(C=C(C(=O)NC=2SC=C(N2)C2=CC=C(C=C2)OC)C=C1)C)C